(S)-3,3-difluoro-4-((4-(trifluoromethyl)pyridin-2-yl)oxy)pyrrolidine-1-carboxylic acid tert-butyl ester C(C)(C)(C)OC(=O)N1CC([C@H](C1)OC1=NC=CC(=C1)C(F)(F)F)(F)F